DIPHENYL DISELENIDE C1(=CC=CC=C1)[Se][Se]C1=CC=CC=C1